[Si](C1=CC=CC=C1)(C1=CC=CC=C1)(C(C)(C)C)OC[C@@H](CC=O)C (R)-4-((tert-butyldiphenylsilyl)oxy)-3-methylbutyraldehyde